3-FLUORO-5-ISOBUTOXYPHENYLBORONIC ACID FC=1C=C(C=C(C1)OCC(C)C)B(O)O